vanadium-sodium salt [Na].[V]